FC1(C(CN(CC1)C1(C(NC2=C(C=CC=C12)C(F)(F)F)=O)C1=CC=C(C=C1)O)C)F 3-(4,4-difluoro-3-methylpiperidin-1-yl)-3-(4-hydroxyphenyl)-7-(trifluoromethyl)indolin-2-one